2,3-DIFLUORO-4'-HEPTYLBIPHENYL-4-BORONIC ACID FC1=C(C=CC(=C1F)B(O)O)C1=CC=C(C=C1)CCCCCCC